C(C1=NNC(=N1)C1=CC=CC=C1)C1=NNC(=N1)C1=CC=CC=C1 3,3'-methylenebis(5-phenyl-1H-1,2,4-triazole)